ClC1=CC=C(C(=N1)C)C(C)(C)O 2-(6-chloro-2-methylpyridin-3-yl)propan-2-ol